benzo[4,5]thieno[3,2-C]isoquinoline C1=C2C3=C(N=CC2=CC=C1)C1=C(S3)C=CC=C1